OC1=C(C2=C(OCCO2)C=C1)N1C(CNCC1)O 6-Hydroxy-5-(2-hydroxypiperazin-1-yl)-2,3-dihydro-1,4-benzodioxine